C(N)(=O)C=1C(=NN2C1N=CC=C2C(=O)O)COC 3-carbamoyl-2-(methoxymethyl)pyrazolo[1,5-a]pyrimidine-7-carboxylic acid